edetate disodium di-hydrate O.O.[Na+].[Na+].C(N(CC(=O)[O-])CC(=O)O)CN(CC(=O)O)CC(=O)[O-]